2-chloro-7-(2-methylpropyl)-5,6,7,8-tetrahydro-1,6-naphthyridin-5-one ClC1=NC=2CC(NC(C2C=C1)=O)CC(C)C